FC(=C(C1=CC=CC=C1)C1=CC=CC=C1)F 1,1-difluoro-2,2-diphenylethylene